4-((6-((1S,6R,7R)-7-(aminomethyl)-7-(2-fluorophenyl)-3-azabicyclo[4.1.0]heptan-3-yl)pyrido[2,3-b]pyrazin-2-yl)thio)-3-chloropyridin-2-amine NC[C@@]1([C@@H]2CCN(C[C@H]12)C=1C=CC=2C(=NC=C(N2)SC2=C(C(=NC=C2)N)Cl)N1)C1=C(C=CC=C1)F